2-hydroxy-5-nitrosobenzoic acid methyl ester COC(C1=C(C=CC(=C1)N=O)O)=O